(R)-2-amino-2-(1-(2-(3',4-dichloro-5'-hydroxy-[1,1'-biphenyl]-2-yl)ethyl)piperidin-4-yl)-1-(4-(2-(ethylsulfanyl)-4-fluorobenzyl)piperazin-1-yl)ethan-1-one N[C@@H](C(=O)N1CCN(CC1)CC1=C(C=C(C=C1)F)SCC)C1CCN(CC1)CCC1=C(C=CC(=C1)Cl)C1=CC(=CC(=C1)O)Cl